1-cyclopropyl-3-(4-fluoro-3-(trifluoromethyl)phenyl)-5-(2-(3-fluoropyrrolidin-1-yl)-2-oxoethyl)-1H-pyrrolo[3,2-c]pyridin-4(5H)-one C1(CC1)N1C=C(C=2C(N(C=CC21)CC(=O)N2CC(CC2)F)=O)C2=CC(=C(C=C2)F)C(F)(F)F